tert-butyl 2-(((aminocarbamothioyl)oxy)methyl)-7,8-dihydro-5H-1,6-naphthyridine-6-carboxylate NNC(=S)OCC1=NC=2CCN(CC2C=C1)C(=O)OC(C)(C)C